C(C)(C)(C)OC(=O)C1=C(N=C2N(C1C1=CC=C(C=C1)Cl)C(/C(/S2)=C/C2=CC=C(OCC(=O)O)C=C2)=O)C (Z)-2-(4-((6-(tert-butoxycarbonyl)-5-(4-chlorophenyl)-7-methyl-3-oxo-5H-thiazolo[3,2-a]pyrimidin-2(3H)-ylidene)methyl)phenoxy)acetic acid